O=S1(CCC(=CC1)C1=NC(=C2N1CCN(C2)C(C)=O)C=2C=C1C(=NN(C1=CC2)C)C=2C=NN(C2)C)=O 1-[3-(1,1-dioxo-3,6-dihydro-2H-thiopyran-4-yl)-1-[1-methyl-3-(1-methylpyrazol-4-yl)indazol-5-yl]-6,8-dihydro-5H-imidazo[1,5-a]pyrazin-7-yl]ethanone